FC1(C[C@H]2N(C=3N=CC(=CC13)C(F)(F)F)CCNC2)F (R)-5,5-Difluoro-3-(trifluoromethyl)-6,6a,7,8,9,10-hexahydro-5H-pyrazino[1,2-a][1,8]Naphthyridine